1-(4-(neopentylamino)phenyl)-2-phenylethan-1-one C(C(C)(C)C)NC1=CC=C(C=C1)C(CC1=CC=CC=C1)=O